methyl propionyl diketone C(CC)(=O)C(=O)C(=O)C